BrC1=CC(=C(C=C1[N+](=O)[O-])NC(OC(C)(C)C)=O)OC Tert-butyl (4-bromo-2-methoxy-5-nitrophenyl)carbamate